FC([C@H](C1=CN(C2=NC(=C(C=C21)F)C=2C(=NC=CC2)C(F)(F)F)CC(C)(C)C)NS(=O)(=O)C2CC2)F (S)-N-(2,2-difluoro-1-(5-fluoro-1-neopentyl-6-(2-(trifluoromethyl)pyridin-3-yl)-1H-pyrrolo[2,3-b]pyridin-3-yl)ethyl)cyclopropanesulfonamide